FC(C(=O)O)(F)F.N[C@@H]1CCCC(C1C1=C(C2=NC(=CC(=C2S1)NCC=1SC=CC1)Cl)C#CC)(F)F 2-((6R)-6-amino-2,2-difluorocyclohexyl)-5-chloro-3-(prop-1-yn-1-yl)-N-(thiophen-2-ylmethyl)thieno[3,2-b]pyridin-7-amine trifluoroacetate